C(C)(C)(C)OC(C=C1CCC(C=2C=CC=NC12)C(=O)OC)=O methyl 8-(2-(tert-butoxy)-2-oxoethylidene)-5,6,7,8-tetrahydroquinoline-5-carboxylate